p-trifluoromethyl-benzoyl-hydrazine FC(C1=CC=C(C(=O)NN)C=C1)(F)F